BrC1=C(C=C(C=C1)Cl)C=1N(C(=NN1)S)C 5-(2-bromo-5-chlorophenyl)-4-methyl-1,2,4-triazole-3-thiol